C1(CC1)C1=CC(=C(C2=C1N(N=N2)C)C)C(CC(=O)OCC)C=2C=C(C1=C(C=CS1)C2)CN2C[C@H](OC1=C(C2)N=C(C=C1)O)CC Ethyl 3-(7-cyclopropyl-1,4-dimethyl-1H-benzotriazol-5-yl)-3-(7-{[(2R)-2-ethyl-7-hydroxy-2,3-dihydropyrido[2,3-f][1,4]oxazepin-4(5H)-yl]methyl}-1-benzothiophen-5-yl)propanoate